C(C#C)NC1CCCCC1 N-(prop-2-yn-1-yl)cyclohexylamine